methyl-2-(m-tolyl)-N-toluenesulfonylacetamide CC(C(=O)NS(=O)(=O)CC1=CC=CC=C1)C=1C=C(C=CC1)C